4-(3-(1-cyano-2-ethoxy-2-oxoethyl)-4-nitrophenyl)piperazine-1-carboxylic acid tert-butyl ester C(C)(C)(C)OC(=O)N1CCN(CC1)C1=CC(=C(C=C1)[N+](=O)[O-])C(C(=O)OCC)C#N